5-Amino-N-[(dimethylamino)methylene]-2-[4-(trifluoromethyl)-1H-pyrazol-1-yl]pyridine-3-sulfonamide sodium 11-mercapto-1-undecanesulfonate SCCCCCCCCCCCS(=O)(=O)[O-].[Na+].NC=1C=C(C(=NC1)N1N=CC(=C1)C(F)(F)F)S(=O)(=O)N=CN(C)C